8-(4-fluorophenyl)-7-(4,4,5,5-tetramethyl-1,3,2-dioxaborolan-2-yl)-3,4-dihydropyrrolo[1,2-a]pyrazin-1(2H)-one FC1=CC=C(C=C1)C=1C(=CN2C1C(NCC2)=O)B2OC(C(O2)(C)C)(C)C